O1CCC(=CC1)C1=NC=CC(=C1)[N+](=O)[O-] 2-(3,6-dihydro-2H-pyran-4-yl)-4-nitropyridine